o-tolyl-acetic acid methyl ester COC(CC1=C(C=CC=C1)C)=O